NCC=1C=C(C=CC1)C=1C=CC2=C(C(=CO2)COC2=C(C=C(C=C2)C)CC(=O)OCC)C1 ethyl 2-(2-((5-(3-(aminomethyl)phenyl)benzofuran-3-yl)methoxy)-5-methylphenyl)acetate